4-(2,5-Difluoro-4-(piperazin-1-yl)phenyl)-7-fluoro-6-(1-isobutyryl-1,2,5,6-tetrahydropyridin-3-yl)-N,N-dimethyl-1H-indole-2-carboxamide FC1=C(C=C(C(=C1)N1CCNCC1)F)C1=C2C=C(NC2=C(C(=C1)C=1CN(CCC1)C(C(C)C)=O)F)C(=O)N(C)C